Racemic-(2S,5R)-benzyl 5-((2-chloro-7H-pyrrolo[2,3-d]pyrimidin-4-yl)amino)-2-methylpiperidine-1-carboxylate ClC=1N=C(C2=C(N1)NC=C2)N[C@@H]2CC[C@@H](N(C2)C(=O)OCC2=CC=CC=C2)C |r|